NCCOCCOCCN 2-[2-(2-aminoethoxy)ethoxy]-ethylamine